BrC1=C2C=C(C(N(C2=C(N=C1)OCC1(CC1)S(NC)(=O)=O)C)=O)C(=O)NCC1=CC=C(C=C1)C#N 5-bromo-N-(4-cyanobenzyl)-1-methyl-8-((1-(N-methylsulfamoyl)cyclopropyl)methoxy)-2-oxo-1,2-dihydro-1,7-naphthyridine-3-carboxamide